8-chloro-2-(1-(2-(2,5-dihydrofuran-2-yl)ethyl)-1H-pyrazol-4-yl)-7-((2-methyl-1H-benzo[d]imidazol-6-yl)oxy)quinoxaline ClC=1C(=CC=C2N=CC(=NC12)C=1C=NN(C1)CCC1OCC=C1)OC=1C=CC2=C(NC(=N2)C)C1